7-methoxy-4-(methylamino)-1-phenyl-quinazolin-2(1H)-one COC1=CC=C2C(=NC(N(C2=C1)C1=CC=CC=C1)=O)NC